ClC1=C(C=C(C=C1N1CCN(CC1)C[C@@H](C)O)C#N)NC1=NC=2N(C(=N1)NCC)N=CC2C#N 2-[(2-chloro-5-cyano-3-{4-[(2R)-2-hydroxypropyl]piperazin-1-yl}phenyl)amino]-4-(ethylamino)pyrazolo[1,5-a][1,3,5]triazine-8-carbonitrile